[OH-].[NH4+].[OH-].C(C)[N+](CC)(CC)CC tetraethyl-ammonium hydroxide Ammonium Hydroxide